2,3,5,6-tetrafluoro-1-ethenyl-4-(trifluoromethoxy)benzene FC1=C(C(=C(C(=C1F)OC(F)(F)F)F)F)C=C